[C@H]12CN(C[C@H](CC1)N2)C=2C1=C(N=C(N2)OC[C@H]2N(CCC2)C)CN(CC1)C1=CC=CC=2CCCCC12 4-((1R,5S)-3,8-diazabicyclo[3.2.1]octan-3-yl)-2-(((S)-1-methylpyrrolidin-2-yl)methoxy)-7-(5,6,7,8-tetrahydronaphthalen-1-yl)-5,6,7,8-tetrahydropyrido[3,4-d]pyrimidine